CC1=CSC2=C1N=C(N=C2N2CCC(CC2)NCCCC=2C=NC=CC2C)N 7-Methyl-4-(4-((3-(4-methylpyridin-3-yl)propyl)amino)piperidin-1-yl)thieno[3,2-d]pyrimidin-2-amine